ClC1=C(C=2N=C(NC(C2C=N1)N1C[C@@](CCC1)(O)C)SC)F (3R)-1-(7-chloro-8-fluoro-2-(methylsulfanyl)-3,4-dihydropyrido[4,3-d]pyrimidin-4-yl)-3-methylpiperidin-3-ol